FC(C)(F)C1=CC(=C2C=C(C(N(C2=C1)C)=O)C)C=1C=CC=C2C=C(N=CC12)C=1C=CC(=NC1)C(=O)NCC#CC1=CC(=CC=C1)NC1C(NC(CC1)=O)=O 5-(8-(7-(1,1-Difluoroethyl)-1,3-dimethyl-2-oxo-1,2-dihydroquinolin-5-yl)isoquinolin-3-yl)-N-(3-(3-((2,6-dioxopiperidin-3-yl)amino)phenyl)prop-2-yn-1-yl)picolinamide